(3S,4S) and (3R,4R)-2-(4-tert-butyl-3-chlorophenyl)-7-chloro-3-(2,3-dihydro-1,4-benzodioxin-6-yl)-1-oxo-1,2,3,4-tetrahydroisoquinoline-4-carboxylic acid C(C)(C)(C)C1=C(C=C(C=C1)N1C(C2=CC(=CC=C2[C@@H]([C@H]1C1=CC2=C(OCCO2)C=C1)C(=O)O)Cl)=O)Cl |r|